N-(4-(methylsulfonyl)but-3-en-2-yl)-2-phenoxy-6,7-dihydro-5H-cyclopenta[b]pyridine-3-carboxamide CS(=O)(=O)C=CC(C)NC(=O)C=1C=C2C(=NC1OC1=CC=CC=C1)CCC2